CC1=CC=C2CCC=3C=CC(=C1C32)C 5,6-dimethyl-acenaphthene